N-[1-[1-[2-[1-[3-Fluoro-4-(trifluoromethyl)-2-pyridyl]-4-piperidyl]ethyl]-4,5,6,7-tetrahydroindazol-3-carbonyl]-4-piperidyl]acetamid FC=1C(=NC=CC1C(F)(F)F)N1CCC(CC1)CCN1N=C(C=2CCCCC12)C(=O)N1CCC(CC1)NC(C)=O